ClC=1C=C(C(=NC1)N1C([C@@H](N(C(C1)=O)CC1=CC=C(C=C1)C)C12CC(C1)(C2)O)=O)F (S)-1-(5-chloro-3-fluoropyridin-2-yl)-3-(3-hydroxybicyclo[1.1.1]pentan-1-yl)-4-(4-methylbenzyl)piperazine-2,5-dione